C1=CC=CC=2C3=CC=CC=C3C(C12)COC(N[C@H](C(N[C@H](C(NCOCC[C@H](C(=O)O)O)=O)C)=O)C)=O (5S,8S,15R)-1-(9H-fluoren-9-yl)-15-hydroxy-5,8-dimethyl-3,6,9-trioxo-2,12-dioxa-4,7,10-triazahexadecan-16-oic acid